tert-Butyl (2R,4S)-4-((2-((4-chloro-2-fluorophenoxy)methyl)pyridin-4-yl)oxy)-2-(hydroxymethyl)piperidine-1-carboxylate ClC1=CC(=C(OCC2=NC=CC(=C2)O[C@@H]2C[C@@H](N(CC2)C(=O)OC(C)(C)C)CO)C=C1)F